COC1=CC(=CC=C1)C(F)(F)F 4-methoxy-2-(trifluoromethyl)benzene